CC=1N(C=CN1)CCN1C(=NC=C1)CC N-[2-(2-methyl-1-imidazolyl)ethyl]ethylimidazole